α-pyridinecarboxylic acid C1=CC=NC(=C1)C(=O)O